FC(C(=O)NNC(=O)C1=NN=C2N1C=C(C=C2N2CCN(CC2)C(C(C)C)=O)S(=O)(=O)NC2(CC2)C)F 3-(2-(2,2-difluoroacetyl)hydrazine-1-carbonyl)-8-(4-isobutyrylpiperazin-1-yl)-N-(1-methylcyclopropyl)-[1,2,4]triazolo[4,3-a]pyridine-6-sulfonamide